2-((2R,5S)-2-(2-((dimethylamino)methyl)benzo[d]thiazol-5-yl)-5-methylpiperidin-1-yl)-2-oxo-N-(5-oxo-5,6,7,8-tetrahydro-1,6-naphthyridin-3-yl)acetamide CN(C)CC=1SC2=C(N1)C=C(C=C2)[C@@H]2N(C[C@H](CC2)C)C(C(=O)NC=2C=NC=1CCNC(C1C2)=O)=O